5-((2,6-dioxopiperidin-3-yl)oxy)-2-methylbenzenesulfonyl fluoride O=C1NC(CCC1OC=1C=CC(=C(C1)S(=O)(=O)F)C)=O